trans-4-((4-(1-Isopropyl-1H-pyrazol-4-yl)pyridin-2-yl)((trans-4-(5-methoxy-6-methylpyridin-2-yl)cyclohexyl)methyl) carbamoyl)cyclohexyl (2-hydroxy-2-methylpropyl)carbamate OC(CNC(O[C@@H]1CC[C@H](CC1)C(N(C[C@@H]1CC[C@H](CC1)C1=NC(=C(C=C1)OC)C)C1=NC=CC(=C1)C=1C=NN(C1)C(C)C)=O)=O)(C)C